(E)-N-((2-(2,6-dioxopiperidin-3-yl)-1-oxoisoindolin-5-yl)methyl)-2-(hydroxyimino)-3-(4-(trifluoromethyl)phenyl)propanamide O=C1NC(CCC1N1C(C2=CC=C(C=C2C1)CNC(/C(/CC1=CC=C(C=C1)C(F)(F)F)=N/O)=O)=O)=O